(E)-1-(4-(2-(4-(4-(2-amino-4-(difluoromethyl)pyrimidin-5-yl)-6-morpholino-1,3,5-triazin-2-yl)piperazin-1-yl)-2-oxoethyl)piperidin-1-yl)-4-(piperidin-1-yl)but-2-en-1-one NC1=NC=C(C(=N1)C(F)F)C1=NC(=NC(=N1)N1CCOCC1)N1CCN(CC1)C(CC1CCN(CC1)C(\C=C\CN1CCCCC1)=O)=O